C(C)(C)C=1SC=2C(N(CC3(CC3)C2N1)CC(=O)NC1=NC=CC=N1)=O 2-(2-Isopropyl-4-oxo-spiro[6H-thiazolo[5,4-c]pyridine-7,1'-cyclopropane]-5-yl)-N-pyrimidin-2-yl-acetamide